2,5-dihydroxy-benzamide OC1=C(C(=O)N)C=C(C=C1)O